6-(2-(methylsulfonyl)pyrimidin-5-yl)hex-5-ynoic acid CS(=O)(=O)C1=NC=C(C=N1)C#CCCCC(=O)O